tert-butyl 2-(2-oxo-1,2-dihydro-1,6-naphthyridin-7-yl)acetate O=C1NC2=CC(=NC=C2C=C1)CC(=O)OC(C)(C)C